COC1=CC(=CC2=C1O[C@@H](CO2)C=2C=NC(=CC2)C(F)(F)F)CN2C=NC=1C2=NC=CC1 (R)-3-((8-methoxy-2-(6-(trifluoromethyl)pyridin-3-yl)-2,3-dihydrobenzo[b][1,4]dioxin-6-yl)methyl)-3H-imidazo[4,5-b]pyridine